C1(CC1)N1CC=2N=C(N=CC2C1=O)SC 6-cyclopropyl-2-(methylthio)-6,7-dihydro-5H-pyrrolo[3,4-d]pyrimidin-5-one